1,4-dioxetane O1CCO1